BrC=1C2=C(N(CCC1C(=O)O)C(C1=CC(=C(C=C1)OC)F)=O)C=CC=C2 5-bromo-1-(3-fluoro-4-methoxybenzoyl)-2,3-dihydro-1H-benzo[b]azepine-4-carboxylic acid